N-(3-aminopropyl)-N-benzyl-N-methylamine NCCCN(C)CC1=CC=CC=C1